C(#N)C=1C(=C(OCC(C(=O)OC)(C)C)C=CC1)C methyl 3-(3-cyano-2-methylphenoxy)-2,2-dimethylpropionate